C(CCCCCCCCC(C)C)OS(=O)(=O)C1=CC=CC=C1 iso-Dodecylbenzenesulphonate